BrC1=C2C=CC=CC2=CC2=C(C3=CC=CC=C3C=C12)Br 5,11-dibromotetracene